C(C)(C)(C)C1=CC=C(C=C1)C(C(Cl)Cl)=O para-t-butyldichloroacetophenone